O=C[C@@H](O)[C@H](O)[C@H](O)[C@@H](O)C 6-DEOXY-L-GALACTOSE